C[Se]C1=CC(=NN1)C1=CC=CC=C1 5-(methylseleno)-3-phenyl-1H-pyrazole